quinolin-8-ylacetamide N1=CC=CC2=CC=CC(=C12)CC(=O)N